ClC1=C(C=C(C=C1)C([C@@H](CO)O)=O)CC1=CC=C(C=C1)OC(C)C (R)-1-(4-chloro-3-(4-isopropoxybenzyl)phenyl)-2,3-dihydroxypropan-1-one